tert-butyl N-[2-[[1-(3-cyano-2-fluoro-phenyl)-2,2,2-trifluoro-ethyl]-cyclopropyl-amino]ethyl]carbamate C(#N)C=1C(=C(C=CC1)C(C(F)(F)F)N(CCNC(OC(C)(C)C)=O)C1CC1)F